(5S)-N-((adamantan-2-yl)(phenyl)methyl)-2-oxooxazolidine-5-carboxamide C12C(C3CC(CC(C1)C3)C2)C(NC(=O)[C@@H]2CNC(O2)=O)C2=CC=CC=C2